ClC1=CC=C(S1)CN(C1=CC(=NN1C(=O)C1=COC(=C1)C)C1CC(N(CC1)C(=O)N1CC(CC1)O)=O)C 4-(5-{[(5-chlorothiophen-2-yl)methyl](methyl)amino}-1-(5-methylfuran-3-carbonyl)-1H-pyrazol-3-yl)-1-(3-hydroxypyrrolidine-1-carbonyl)piperidin-2-one